CN1C(=NC=2C1=NC=C(C2)C(F)(F)F)CC#N 2-(3-methyl-6-(trifluoromethyl)-3H-imidazo[4,5-b]pyridin-2-yl)acetonitrile